CC(COP(=S)(SCC(C(=O)O)C)OCC(C)C)C 3-bis(2-methylpropyloxy)thiophosphinylthio-2-methyl-propionic acid